N-((3,5-difluoropyridin-2-yl)methyl)-8-methoxy-6-(5-methylthiazol-2-yl)quinazolin-4-amine FC=1C(=NC=C(C1)F)CNC1=NC=NC2=C(C=C(C=C12)C=1SC(=CN1)C)OC